C(C)(=O)SCC(CCCC(C(=O)OC(C)(C)C)(C)C=1C=NC=C(C1)Br)(C)C tert-butyl 7-(acetylthio)-2-(5-bromopyridin-3-yl)-2,6,6-trimethylheptanoate